CN1C(C2(CCN(CC2)CCOC=2C=C3CC(N(C3=CC2)C)=O)C2=CC=CC=C12)=O 1-methyl-1'-{2-[(1-methyl-2-oxo-2,3-dihydro-1H-indol-5-yl)oxy]ethyl}-1,2-dihydrospiro[indole-3,4'-piperidin]-2-one